FC(C(=O)O)(F)F.C(C)(C)S(=O)(=O)C1=C2N=CC=NC2=CC=C1NC1=NC(=NC=C1)N N4-(5-(isopropylsulfonyl)quinoxalin-6-yl)pyrimidine-2,4-diamine trifluoroacetate